CCNC(=O)C=C.CNC N,N-Dimethylaminoethylacrylamide